3-((6-fluoroquinolin-4-yl)amino)-N-(3-(pyridin-4-ylamino)phenyl)benzamide FC=1C=C2C(=CC=NC2=CC1)NC=1C=C(C(=O)NC2=CC(=CC=C2)NC2=CC=NC=C2)C=CC1